C(C)(C)(C)OC(=O)N1CCN(CC1)C1=CC=C(C=C1)NC1=NC=C(C(=N1)C(=O)OC)Cl methyl 2-((4-(4-(tert-butoxycarbonyl) piperazin-1-yl) phenyl) amino)-5-chloropyrimidine-4-carboxylate